(R)-2-(3-(5-(4-methyl-4H-1,2,4-triazol-3-yl)spiro[2.3]hexan-5-yl)phenyl)-6-(2-(2-methylmorpholino)propan-2-yl)-4-(trifluoromethyl)isoindolin-1-one CN1C(=NN=C1)C1(CC2(CC2)C1)C=1C=C(C=CC1)N1C(C2=CC(=CC(=C2C1)C(F)(F)F)C(C)(C)N1C[C@H](OCC1)C)=O